BrC=1C=C(C(=NC1)C(=O)N[C@@H](C(F)(F)F)C)Cl 5-Bromo-3-chloro-N-[(2R)-1,1,1-trifluoropropan-2-yl]pyridine-2-carboxamide